lithium thymol salt C1=C(C)C=CC(C(C)C)=C1O.[Li]